C(=C)[C@H]1[C@@H](CC1)C(=O)O |r| rac-(1r,2s)-2-vinylcyclobutanecarboxylic acid